C(N)(=O)C(CC1=NN(C=2N(C([C@@H]([C@@H](C21)C2=CC=C(C=C2)F)NC(C2=CC(=CC=C2)C(F)(F)F)=O)=O)CC)C2=CC=CC=C2)=C |r| rac-N-((4R,5R)-3-(2-carbamoylallyl)-7-ethyl-4-(4-fluorophenyl)-6-oxo-1-phenyl-4,5,6,7-tetrahydro-1H-pyrazolo[3,4-b]pyridin-5-yl)-3-(trifluoromethyl)benzamide